C(=C)C1=CC=C(C=C1)C1=CC(=CC(=C1)C1=CC=C(C=C1)C=C)C1=CC=C(C=C1)C=C 1,3,5-tri(4-vinylphenyl)benzene